[O-2].[Fe+2].[Sn+4].[O-2].[O-2] tin-iron oxide